2-((1H-pyrrolo[2,3-b]pyridin-5-yl)oxy)-N-((3-nitrophenyl)sulfonyl)-4-(4-(7-phenyl-2,3-dihydro-1H-inden-1-yl)piperazin-1-yl)benzamide N1C=CC=2C1=NC=C(C2)OC2=C(C(=O)NS(=O)(=O)C1=CC(=CC=C1)[N+](=O)[O-])C=CC(=C2)N2CCN(CC2)C2CCC1=CC=CC(=C21)C2=CC=CC=C2